C(#C)C=1C=C(C(=O)NC2=CC(=C(C=C2)CNCCN2CCN(CC2)C(=O)OC)C(F)(F)F)C=CC1C Methyl 4-[2-([[4-(3-Ethynyl-4-Methylbenzamido)-2-(Trifluoromethyl)Phenyl]Methyl]Amino)Ethyl]Piperazine-1-Carboxylate